BrC1=CN=C(S1)C=O 5-bromothiazole-2-formaldehyde